4-benzhydryl-N,N-dimethylaniline C(C1=CC=CC=C1)(C1=CC=CC=C1)C1=CC=C(N(C)C)C=C1